6-((2S,5R)-4-((3,3-difluorocyclobutyl)(4-(trifluoromethyl)phenyl)methyl)-2,5-dimethylpiperazin-1-yl)-2-hydrazineyl-8-methyl-9-(((S)-tetrahydrofuran-2-yl)methyl)-9H-purine FC1(CC(C1)C(N1C[C@@H](N(C[C@H]1C)C1=C2N=C(N(C2=NC(=N1)NN)C[C@H]1OCCC1)C)C)C1=CC=C(C=C1)C(F)(F)F)F